[Cl-].C(CCCCCCCCCCCCCCCCCC)[N+](CC1=CC=CC=C1)(C)C nonadecyl-dimethyl-benzyl-ammonium chloride